CN1CCSC1=S thiazolidinethione